4-(3-(4-Methyl-5-(pyrrolidin-1-yl)thiazol-2-yl)propyl)benzonitrile CC=1N=C(SC1N1CCCC1)CCCC1=CC=C(C#N)C=C1